C(C)(C)(C)OC(=O)N1[C@@H]([C@@H](N(CC1)C1=C2C(=CC=NC2=C(C=C1)C#N)O)CO)C (2R,3R)-4-(8-cyano-4-hydroxyquinolin-5-yl)-3-(hydroxymethyl)-2-methylpiperazine-1-carboxylic acid tert-butyl ester